CC1=CC(=CC=2N=C(OC21)C=2C(=C(C=CC2)C2=CC=CC=C2)C)C=C 7-methyl-2-(2-methylbiphenyl-3-yl)-5-vinyl-1,3-benzoxazole